C1(=CC=CC=C1)C1(CN(C2(CC2)CC1)C(=O)OCC1=CC=CC=C1)NS(=O)(=O)C1=CC=C(C=C1)OC(F)(F)F benzyl 6-phenyl-6-[[4-(trifluoromethoxy)phenyl]sulfonylamino]-4-azaspiro[2.5]octane-4-carboxylate